COC(=O)C1=CC2=C(N=C(S2)Br)C(=C1)O[C@H]1COCC1 2-bromo-4-[(3R)-oxolane-3-yloxy]-1,3-benzothiazole-6-carboxylic acid methyl ester